chloro-(2-Dicyclohexylphosphino-2',6'-diisopropoxy-1,1'-biphenyl) ClC=1C(=C(C=CC1)C1=C(C=CC=C1OC(C)C)OC(C)C)P(C1CCCCC1)C1CCCCC1